FC=1C=CC(=C(C1)C(CC)NC1=NC=2N(C=C1)N=CC2C(=O)OCC)O ethyl 5-((1-(5-fluoro-2-hydroxyphenyl)propyl) amino)pyrazolo[1,5-a]pyrimidine-3-carboxylate